(7-methoxy-4-((4-morpholinylpyrimidin-2-yl)amino)quinazolin-6-yl)glutaramide COC1=C(C=C2C(=NC=NC2=C1)NC1=NC=CC(=N1)N1CCOCC1)C(C(=O)N)CCC(=O)N